3-((3-(((1-(6-amino-5-(2,3-dichlorophenyl)pyrazin-2-yl)-4-methylpiperidin-4-yl)amino)methyl)phenyl)amino)piperidine-2,6-dione NC1=C(N=CC(=N1)N1CCC(CC1)(C)NCC=1C=C(C=CC1)NC1C(NC(CC1)=O)=O)C1=C(C(=CC=C1)Cl)Cl